C1C(CC2CCCC12)=O Hexahydropentalen-2(1H)-one